3-(pyrrolidin-2-yl)-acrylamide N1C(CCC1)C=CC(=O)N